alpha-aminocaprolactam NC1C(=O)NCCCC1